NC1=C(CC[NH-])C=CC=C1 N-(2-aminophenethyl)amide